(3S)-4-[[5-chloro-2-[(5-cyano-3-pyridinyl)methoxy]-4-[(1S)-4-phenylindan-1-yl]oxy-phenyl]methylamino]-3-hydroxy-butyric acid ClC=1C(=CC(=C(C1)CNC[C@H](CC(=O)O)O)OCC=1C=NC=C(C1)C#N)O[C@H]1CCC2=C(C=CC=C12)C1=CC=CC=C1